methyl 2-(2-((2S,3S)-2-((tert-butoxycarbonyl)amino)-3-methylpentanamido)phenyl)-2-oxoacetate C(C)(C)(C)OC(=O)N[C@H](C(=O)NC1=C(C=CC=C1)C(C(=O)OC)=O)[C@H](CC)C